The molecule is a member of the class of (trifluoromethyl)benzenes that is 4-amino-2-(trifluoromethyl)benzonitrile in which one of the amino hydrogens is substituted by a 3-[(4-fluorophenyl)sulfonyl]-2-hydroxy-2-methylpropanoyl group. It is a member of (trifluoromethyl)benzenes, a monocarboxylic acid amide, a member of monofluorobenzenes, a nitrile, a sulfone and a tertiary alcohol. CC(CS(=O)(=O)C1=CC=C(C=C1)F)(C(=O)NC2=CC(=C(C=C2)C#N)C(F)(F)F)O